The molecule is a tetrahydroxyflavone having the 4-hydroxy groups located at the 3'- 4'- 5- and 7-positions as well as a methoxy group at the 2-position. It has a role as a metabolite and an antimicrobial agent. It is a tetrahydroxyflavone and a monomethoxyflavone. It derives from a quercetin. It is a conjugate acid of a 3',4',5-trihydroxy-3-methoxyflavon-7-olate. COC1=C(OC2=CC(=CC(=C2C1=O)O)O)C3=CC(=C(C=C3)O)O